C(C)N(CCNC1=NC(=NC(=N1)NCCCNC(OC(C)(C)C)=O)NCCCNC(OC(C)(C)C)=O)CC di-tert-butyl (((6-((2-(diethylamino)ethyl)amino)-1,3,5-triazine-2,4-diyl)bis(azanediyl))bis(propane-3,1-diyl))dicarbamate